ClC1=NC(=NC(=C1F)C1=C(C=CC=C1C)C)NC(OC(C)(C)C)=O tert-butyl N-[4-chloro-6-(2,6-dimethylphenyl)-5-fluoro-pyrimidin-2-yl]carbamate